(Z)-2-methyl-2-butenoic acid ((2S,3R,4R)-4-(4-acetyl benzyl)-2-(3,4,5-trimethoxyphenyl)tetrahydrofuran-3-yl)methyl ester C(C)(=O)C1=CC=C(C[C@@H]2[C@@H]([C@H](OC2)C2=CC(=C(C(=C2)OC)OC)OC)COC(\C(=C/C)\C)=O)C=C1